CC=1C(C=C(C(C1C)=O)C)=O 2,3,5-trimethylcyclohexa-2,5-diene-1,4-dione